ClC1=C(C=C(C(=N1)C#N)F)C=1C=NN(C1)CC1(CC1)C(F)(F)F 6-chloro-3-fluoro-5-(1-((1-(trifluoromethyl)cyclopropyl)methyl)-1H-pyrazol-4-yl)picolinonitrile